magnesium hypochlorite salt Cl[O-].[Mg+2].Cl[O-]